C(C)(C)(C)N(S(=O)(=O)NC=1C(=C(OC=2C=C3C(N(C=NC3=CC2)C=2C=NC(=NC2)N2CCN(CC2)C(=O)OC(C)(C)C)=O)C(=CC1)F)C#N)C tert-butyl 4-[5-[6-[3-[[tert-butyl(methyl)sulfamoyl]amino]-2-cyano-6-fluoro-phenoxy]-4-oxo-quinazolin-3-yl]pyrimidin-2-yl]piperazine-1-carboxylate